[Si](C)(C)(C(C)(C)C)OCCN1N=C(C(=C1CN(C[C@@H](CC)O)C)I)OCC (2R)-1-[[2-[2-[tert-butyl(dimethyl)silyl]oxyethyl]-5-ethoxy-4-iodo-pyrazol-3-yl]methyl-methyl-amino]butan-2-ol